(S)-3-Chloro-4-methoxy-N-(4-(piperidin-3-yl)phenyl)benzamide ClC=1C=C(C(=O)NC2=CC=C(C=C2)[C@H]2CNCCC2)C=CC1OC